1-(2H-tetrazol-5-yl)piperazine N=1NN=NC1N1CCNCC1